1,3-bis(aminoethyl)-2-methylimidazolium tetrafluoroborate F[B-](F)(F)F.NCCN1C(=[N+](C=C1)CCN)C